C1(=CC=CC=C1)C1=NC(=NC(=N1)C1=CC=CC=C1)C1=C(C=C(C=C1)F)C1=CC=2N(C3=CC=CC=C3C2C=C1)C1=CC=CC=C1 2-(2-(4,6-diphenyl-1,3,5-triazin-2-yl)-5-fluorophenyl)-9-phenyl-9H-carbazole